5-tert-butyl-N-[(5S)-2-[2-(5-ethyl-1-methyl-1H-pyrazol-3-yl)-1H-imidazo[4,5-b]pyridin-7-yl]-6,7,8,9-tetrahydro-5H-benzo[7]annulen-5-yl]-1,3,4-oxadiazole-2-carboxamide C(C)(C)(C)C1=NN=C(O1)C(=O)N[C@H]1CCCCC2=C1C=CC(=C2)C2=C1C(=NC=C2)N=C(N1)C1=NN(C(=C1)CC)C